C(C)(C)(C)C1=NOC(=N1)C(=O)NCC1=C(C=C(C(=C1)F)C=1C=2N(C=C(N1)C=1C=NN(C1)C)N=CC2)F 3-(tert-butyl)-N-(2,5-difluoro-4-(6-(1-methyl-1H-pyrazol-4-yl)pyrazolo[1,5-a]pyrazin-4-yl)benzyl)-1,2,4-oxadiazole-5-carboxamide